C(C)(C)(C)C1=C(C=CC(=C1)C(C)(C)C)OP(OC1=C(C=C(C=C1)C(C)(C)C)C(C)(C)C)OP([O-])[O-] bis(2,4-di-tert-butylphenyl)diphosphite